4-(3-(7H-pyrrolo[2,3-d]pyrimidin-4-ylamino)phenoxy)butyl-2-(2-(2,6-dioxopiperidin-3-yl)-1,3-dioxoisoindolin-4-yloxy)acetate N1=CN=C(C2=C1NC=C2)NC=2C=C(OCCCCOC(COC1=C3C(N(C(C3=CC=C1)=O)C1C(NC(CC1)=O)=O)=O)=O)C=CC2